C1=CC=CC=2C3=CC=CC=C3C(C12)COC(=O)N[C@H](CCC(=O)ON1C(CCC1=O)=O)C(=O)OC(C)(C)C 1-(tert-butyl) 5-(2,5-dioxopyrrolidin-1-yl) (((9H-fluoren-9-yl) methoxy) carbonyl)-D-glutamate